FC(OC1=NC2=CC(=CC(=C2N=C1)C=1SC2=C(N1)C=CC=C2COC)C)F 2-(2-(difluoromethoxy)-7-methylquinoxalin-5-yl)-7-(methoxymethyl)benzo[d]Thiazole